4-[(1S,4S,5R)-5-{[5-cyclopropyl-3-(2,6-dimethylphenyl)-1,2-oxazol-4-yl]methoxy}-2-azabicyclo[2.2.1]heptan-2-yl]-3-fluorobenzoic acid C1(CC1)C1=C(C(=NO1)C1=C(C=CC=C1C)C)CO[C@H]1[C@@H]2CN([C@H](C1)C2)C2=C(C=C(C(=O)O)C=C2)F